8'-methyl-2',5'-dihydrospiro[cyclopropane-1,4'-furo[2,3-g]indazole]-7'-carboxamide CC1=C(OC=2CC3(C4=CNN=C4C21)CC3)C(=O)N